tetrabutyl-perylene C(CCC)C=1C2=C(C(=C(C=3C=4C=CC=C5C=CC=C(C(=CC1)C23)C54)CCCC)CCCC)CCCC